2,3-dimethyl-2,3-dihydro-1H-benzo[b]Cyclopenta[4,5]Thieno[2,3-d]Thien-1-one CC1C(C2=C(C3=C(C4=C(S3)C=CC=C4)S2)C1C)=O